N-(cyclobutylmethyl)-1-[2-[[4-(1H-indazol-4-yl)imidazol-1-yl]methyl]imidazo[1,2-a]pyridin-6-yl]methanamine C1(CCC1)CNCC=1C=CC=2N(C1)C=C(N2)CN2C=NC(=C2)C2=C1C=NNC1=CC=C2